1-(5-(2-fluorophenyl)-1-((3-(methylsulfinyl)phenyl)sulfonyl)-1H-pyrrol-3-yl)-N-methylmethanamine hydrochloride Cl.FC1=C(C=CC=C1)C1=CC(=CN1S(=O)(=O)C1=CC(=CC=C1)S(=O)C)CNC